2-((1H-indazol-6-yl)oxy)acetic acid N1N=CC2=CC=C(C=C12)OCC(=O)O